tert-butyl 6-(bromomethyl)-2-[[tert-butoxycarbonyl(cyclobutylmethyl)amino]methyl]indole-1-carboxylate BrCC1=CC=C2C=C(N(C2=C1)C(=O)OC(C)(C)C)CN(CC1CCC1)C(=O)OC(C)(C)C